1,3,5-tris(bromomethyl)cyclohexene BrCC1=CC(CC(C1)CBr)CBr